O=C1CCC(=NN1)C1=CC=C(C=C1)NC(=N)NCCC 1-(4-(6-oxo-1,4,5,6-tetrahydropyridazine-3-yl)phenyl)-3-propylguanidine